N1CCC2(CC1)OC1=C(C2)C=C(C=C1)N1C(NC(CC1)=O)=O 1-(3H-spiro[benzofuran-2,4'-piperidin]-5-yl)dihydropyrimidine-2,4(1H,3H)-dione